2-(Trimethylsilyl)ethyl (R)-4-(3-((6-(3-(2-ethoxyphenoxy)piperidin-1-yl)pyrazin-2-yl)amino)-3-oxopropyl)-2,6-dimethylbenzoate C(C)OC1=C(O[C@H]2CN(CCC2)C2=CN=CC(=N2)NC(CCC2=CC(=C(C(=O)OCC[Si](C)(C)C)C(=C2)C)C)=O)C=CC=C1